gamma-glycidoxypropyl-trimethoxysilanol C(C1CO1)OCCCO[Si](OC)(OC)OC